O=C([C@H](C[C@H]1C(NCC1)=O)NC(CCCC)=O)COC(F)(F)F N-((S)-3-oxo-1-((S)-2-oxopyrrolidin-3-yl)-4-(trifluoromethoxy)butan-2-yl)pentanamide